(S)-3-(2-Benzyl-3-chloro-7-oxo-2,4,5,7-tetrahydro-6H-pyrazolo[3,4-c]pyridin-6-yl)-7-(3-hydroxy-3-methylbut-1-yn-1-yl)-2,3-dihydropyrido[3,2-b][1,4]oxazepin-4(5H)-one C(C1=CC=CC=C1)N1N=C2C(N(CCC2=C1Cl)[C@@H]1C(NC2=C(OC1)C=CC(=N2)C#CC(C)(C)O)=O)=O